NC=1C(N(C=CC1)CC1=NC2=C(N1)C=C(C=C2OC(C)(C)C)F)=O 3-amino-1-((4-(tert-butoxy)-6-fluoro-1H-benzo[d]imidazol-2-yl)methyl)pyridin-2(1H)-one